N[C@@H](CCCCN=[N+]=[N-])C(=O)O L-Azidonorleucine